chloro-3-(2,3-dichlorophenyl)pyrazin-2-amine ClC=1N=C(C(=NC1)N)C1=C(C(=CC=C1)Cl)Cl